The molecule is an alpha-amino acid that consists of 2-amino-3-oxo-4-hydroxybutanoic acid in which the hydrogen of the hydroxy function is substituted by a phospho group. It is an O-phosphoamino acid and a non-proteinogenic alpha-amino acid. It is a conjugate acid of a 2-amino-3-oxo-4-(phosphonatooxy)butanoate. C(C(=O)C(C(=O)O)N)OP(=O)(O)O